1-(4-bromophenyl)cycloprop-2-ene-1-carboxylic acid BrC1=CC=C(C=C1)C1(C=C1)C(=O)O